C(=O)(O)[NH2+]C(=O)O dicarboxylammonium